OCCOCCO Bis(2-hydroxyethyl)Ether